ClC=1C=C(C=C(C1)Cl)C=1C=CC=C2C(=C(C=NC12)NC(=O)[C@@H]1CCCC2=CC=CC=C12)N(C)C (1R)-N-[8-(3,5-dichlorophenyl)-4-(dimethylamino)-3-quinolinyl]tetralin-1-carboxamide